nonacosyl alcohol phosphate P(=O)(O)(O)OCCCCCCCCCCCCCCCCCCCCCCCCCCCCC